4-(naphthalen-1-yl)-2-phenylquinoline C1(=CC=CC2=CC=CC=C12)C1=CC(=NC2=CC=CC=C12)C1=CC=CC=C1